methyl 2-[2-(2,4-dimethyloxazol-5-yl)phenyl]imidazo[1,2-a]pyridine-7-carboxylate CC=1OC(=C(N1)C)C1=C(C=CC=C1)C=1N=C2N(C=CC(=C2)C(=O)OC)C1